3beta-hydroxycholanate O[C@@H]1CC2CC[C@H]3[C@@H]4CC[C@H]([C@@H](CCC(=O)[O-])C)[C@]4(CC[C@@H]3[C@]2(CC1)C)C